C(CCC)C1=C(C(P)(CCCC)CCCC)C=CC(=C1)C=C tributyl-4-vinylbenzyl-phosphine